1,4-DIHYDRO-1,6-NAPHThYRIDIN-3-CARBOXYLATE N1C=C(CC2=CN=CC=C12)C(=O)[O-]